tetrahydro-furan-2-carboxylic acid {1-[4-(benzothiazol-2-yloxy)-benzyl]-piperidin-4-yl}-amide S1C(=NC2=C1C=CC=C2)OC2=CC=C(CN1CCC(CC1)NC(=O)C1OCCC1)C=C2